(4-(7H-dibenzocarbazol-7-yl)butyl)phosphoric acid C1=CC=CC=2C1=C1C=3C=CC=CC3N=C1C=1C2C=CC(C1)CCCCOP(O)(O)=O